C(C)OC(=O)[C@H]1[C@@H](C1)C(C)(C)OC trans-ethyl-2-(2-methoxypropan-2-yl)cyclopropane-1-carboxylate